SCC(C(=O)OCC(C)OC(C(CS)C)=O)C propylene glycol bis(3-mercapto-2-methylpropionate)